2-acetylamino-1,3-thiazole-4-carboxylic acid ethyl ester C(C)OC(=O)C=1N=C(SC1)NC(C)=O